{[5-(3-fluorophenyl)-3-hydroxypyridine-2-carbonyl]amino}acetic acid FC=1C=C(C=CC1)C=1C=C(C(=NC1)C(=O)NCC(=O)O)O